pentamethyltrichlorotrisilane C[Si]([Si]([Si](Cl)(Cl)Cl)(C)C)(C)C